3-(3-((tert-butyldimethylsilyl)oxy)-2-fluoropropoxy)-1',4',5-trimethyl-4-nitro-1'H-1,3'-bipyrazole [Si](C)(C)(C(C)(C)C)OCC(COC1=NN(C(=C1[N+](=O)[O-])C)C1=NN(C=C1C)C)F